tert-butyl N-[(2S)-4-(benzyloxy)-3-oxo-1-[(3S)-2-oxopyrrolidin-3-yl]butan-2-yl]carbamate C(C1=CC=CC=C1)OCC([C@H](C[C@H]1C(NCC1)=O)NC(OC(C)(C)C)=O)=O